2-(1-(4-amino-3-(4-chloro-3-hydroxyphenyl)-1H-pyrazolo[3,4-d]pyrimidin-1-yl)ethyl)-3-(3-fluorophenyl)-4H-chromen-4-one NC1=C2C(=NC=N1)N(N=C2C2=CC(=C(C=C2)Cl)O)C(C)C=2OC1=CC=CC=C1C(C2C2=CC(=CC=C2)F)=O